tert-butyl-2-methyl-6-(4-methylpiperidin-1-yl)pyridin-3-amine C(C)(C)(C)C1=C(C(=NC(=C1)N1CCC(CC1)C)C)N